N-[7-(3,6-dihydro-2H-pyran-4-yl)-4-methoxy-[1,3]thiazolo[4,5-c]pyridin-2-yl]benzamide O1CCC(=CC1)C=1C2=C(C(=NC1)OC)N=C(S2)NC(C2=CC=CC=C2)=O